[N+](=O)([O-])C1=CC=C(C=C1)C1SCC=CC1 (4-nitrophenyl)-3,6-dihydro-2H-thiopyran